FC1(C(N(C2=C(O1)C=C(C(=C2)C2=C(C(=C(C(=C2F)F)F)F)F)F)CC#C)=O)F 2,2,7-trifluoro-6-(perfluorophenyl)-4-(prop-2-yn-1-yl)-2H-benzo[b][1,4]oxazin-3(4H)-one